4-fluoro-2-isopropyl-aniline FC1=CC(=C(N)C=C1)C(C)C